Cl.COC([C@@H](CC1=CC=C(C=C1)O)N)=O (2R)-2-azanyl-3-(4-hydroxyphenyl)propionic acid methyl ester hydrochloride